C12(CC(C1)NC(OCC1=CC=CC=C1)=O)C[C@H]1CC[C@@H](C2)N1 Benzyl (1R,5S)-8-azaspiro[bicyclo[3.2.1]octane-3,1'-cyclobutane]-3'-ylcarbamate